3-(4-bromophenyl)-8-(4,4-difluorocyclohexylcarbonyl)-1-(3-methoxybenzyl)-1,3,8-triazaspiro[4.5]decan-2-one BrC1=CC=C(C=C1)N1C(N(C2(C1)CCN(CC2)C(=O)C2CCC(CC2)(F)F)CC2=CC(=CC=C2)OC)=O